COCC 2-Methoxyethan